(3R,6S)-1-(tert-butoxycarbonyl)-6-methylpiperidine-3-carboxylic acid C(C)(C)(C)OC(=O)N1C[C@@H](CC[C@@H]1C)C(=O)O